6-(1-(difluoromethyl)-1H-pyrazol-4-yl)isoquinolin-3-amine FC(N1N=CC(=C1)C=1C=C2C=C(N=CC2=CC1)N)F